ClCC(=O)NC(C)(C)C1=NC(=CN=C1)S(=O)(=O)C1CC1 2-chloro-N-(2-(6-(cyclopropanesulfonyl)pyrazin-2-yl)propan-2-yl)acetamide